SCCN1C(N(C2C1N(C(N2CCS)=O)CCS)CCS)=O 1,3,4,6-tetra(2-mercaptoethyl)tetrahydroimidazo[4,5-d]imidazole-2,5(1H,3H)-dione